4-[5-(1-ethyl-3-methyl-1H-pyrazol-5-yl)-4H-1,2,4-triazol-3-yl]-1-[(4-methoxy-1,2-dimethylpyrrolidin-2-yl)methyl]-1H-indazole-6-carboxamide C(C)N1N=C(C=C1C=1NC(=NN1)C1=C2C=NN(C2=CC(=C1)C(=O)N)CC1(N(CC(C1)OC)C)C)C